C[C@H](C1=CC=CC=C1)N |r| (R/S)-(+/-)-α-methylbenzylamine